ClC=1C(=C(C=CC1)NC1=NC=NC2=CC(=C(C=C12)N)C#C[C@@]12CN(C[C@H]2C1)C)F N4-(3-chloro-2-fluoro-phenyl)-7-[2-[(1r,5s)-3-methyl-3-azabicyclo[3.1.0]hexane-1-yl]ethynyl]quinazoline-4,6-diamine